7-(2-chloro-6-((1-(methoxycarbonyl)-1,2,3,4-tetrahydronaphthalen-1-yl)methanyl)-5-nitropyrimidin-4-yl)-2,7-diazaspiro[4.4]nonane-2-carboxylic acid tert-butyl ester C(C)(C)(C)OC(=O)N1CC2(CC1)CN(CC2)C2=NC(=NC(=C2[N+](=O)[O-])CC2(CCCC1=CC=CC=C21)C(=O)OC)Cl